FC(C1=CC=C(CN2C=CC=3C2=CN=C(C3)NC(C=C)=O)C=C1)(F)F N-(1-(4-(trifluoromethyl)benzyl)-1H-pyrrolo[2,3-c]pyridin-5-yl)acrylamide